5-(4-chloro-2-methylphenyl)-1-trityl-1H-tetrazole ClC1=CC(=C(C=C1)C1=NN=NN1C(C1=CC=CC=C1)(C1=CC=CC=C1)C1=CC=CC=C1)C